ethyl (E)-N,N-dibenzoylcarbamimidothioate C(C1=CC=CC=C1)(=O)N(\C(=N/[H])\SCC)C(C1=CC=CC=C1)=O